C(#N)C1=CC(=CS1)[C@H]1N(OC(C1)O)C(=O)OC(C)(C)C Tert-butyl (3S)-3-(5-cyano-3-thienyl)-5-hydroxy-isoxazolidine-2-carboxylate